C(C)OCOC=1C=C(C=C(C1C1[C@@H](CCC(=C1)C)C(=C)C)O)C(C)(CCCCCC)C (1R,2'R)-6-(ethoxymethoxy)-5'-methyl-4-(2-methyloctan-2-yl)-2'-(prop-1-en-2-yl)-1',2',3',4'-tetrahydro-[1,1'-biphenyl]-2-ol